ClC1=C(C=C(C=C1)F)[C@H]([C@@H](C)C=1N(C(C(=C(N1)C(=O)NC=1C=NOC1)O)=O)C)C=1C=NN(C1)CCOC 2-((1r,2r)-1-(2-chloro-5-fluorophenyl)-1-(1-(2-methoxyethyl)-1H-pyrazol-4-yl)propan-2-yl)-5-hydroxy-N-(isoxazol-4-yl)-1-methyl-6-oxo-1,6-dihydropyrimidine-4-carboxamide